(S)-2-amino-N-(4-(2,3-dimethylpyridin-4-yl)-3-fluorophenyl)-3,3-diphenylpropanamide dihydrochloride Cl.Cl.N[C@H](C(=O)NC1=CC(=C(C=C1)C1=C(C(=NC=C1)C)C)F)C(C1=CC=CC=C1)C1=CC=CC=C1